5-(5-(3-methoxy-4-((N-methylpiperidin-4-yl)amino)phenylamino)-1H-pyrazol-3-yl)thiophene-2-carbonitrile COC=1C=C(C=CC1NC1CCN(CC1)C)NC1=CC(=NN1)C1=CC=C(S1)C#N